3-{[(6-Chloro-3-fluoropyridin-2-yl)methyl]amino}-1,1,1-trifluoropropan-2-ol ClC1=CC=C(C(=N1)CNCC(C(F)(F)F)O)F